(S)-4-(cyclopropylethynyl)-7-((2-oxo-2,3-dihydro-1H-imidazo[4,5-b]pyridin-1-yl)methyl)-4-(trifluoromethyl)-3,4-dihydroquinazolin-2(1H)-one C1(CC1)C#C[C@@]1(NC(NC2=CC(=CC=C12)CN1C(NC2=NC=CC=C21)=O)=O)C(F)(F)F